3-(5-(benzylthio)-2-methyl-4-oxoquinazolin-3(4H)-yl)piperidine-2,6-dione C(C1=CC=CC=C1)SC1=C2C(N(C(=NC2=CC=C1)C)C1C(NC(CC1)=O)=O)=O